FC(C(CC(=O)C=1SC=CC1)=O)(F)F trifluoro-1-(2-thienyl)-1,3-butanedione